2,6-di-tert-butylphenyl-carbodiimide C(C)(C)(C)C1=C(C(=CC=C1)C(C)(C)C)N=C=N